[Ag+].C(CCC)N(C([S-])=S)CCCC N,N-dibutyldithiocarbamate silver